BrC1=NC=CC(=C1F)N(C1=NC=2N(C3=CC=CC(=C13)F)C(=NN2)C)CC(F)F N-(2-bromo-3-fluoro-4-pyridyl)-N-(2,2-difluoroethyl)-6-fluoro-1-methyl-[1,2,4]triazolo[4,3-a]quinazolin-5-amine